C(C)(=O)OC1=CC=C(C=C1)CCC 4-acetoxy-1-propyl-benzene